S(=O)(=O)(ON1[C@@H]2CC[C@H](N(C1=O)C2)C(NC(=O)C2CCN(CC2)C)=N)[O-].[Na+] sodium (2S,5R)-2-(N-(1-methylpiperidine-4-carbonyl) carbamimidoyl)-7-oxo-1,6-diazabicyclo[3.2.1]octan-6-yl sulfate